N[C@H]1CN2C(OC1)=C(C=N2)[S@](=O)(NC(NC2=C1CCCC1=CC=1CCCC21)=O)=N (R,6S)-6-amino-N-((1,2,3,5,6,7-hexahydro-s-indacen-4-yl)carbamoyl)-6,7-dihydro-5H-pyrazolo[5,1-b][1,3]oxazine-3-sulfonimidamide